N1C=CC=C(C=C1)N azepin-5-amine